(R)-3-(methoxymethyl)pyrrolidine COC[C@H]1CNCC1